[4,4-Bis(1,1-dimethylethyl)-2,2'-bipyridine] nickel (II) dichloride [Ni](Cl)Cl.CC(C)(C)C1(CC(=NC=C1)C1=NC=CC=C1)C(C)(C)C